CC1=C(C=CC(=O)NC(=N)N)C(=C(C=C1C)C)C 2,3,5,6-Tetramethylcinnamoylguanidin